7-(3-Nitrobenzyl)-4-(4-chlorobenzyl)-6,7,8,9-tetrahydroimidazo[1,5-a]pyrido[3,4-e]pyrimidine-5(4H)-one [N+](=O)([O-])C=1C=C(CN2CC=3C(N(C=4N(C3CC2)C=NC4)CC4=CC=C(C=C4)Cl)=O)C=CC1